BrC1=NC(=CC(=C1OCOC)OC(CO)(C)C)SC 2-((2-bromo-3-(methoxymethoxy)-6-(methylthio)pyridin-4-yl)oxy)-2-methylpropane-1-ol